[N+](=O)([O-])C=1C=C(C(C=NNC(=O)N)=CC1)O 4-nitrosalicylaldehyde semicarbazone